C(CCC)(C1=CC=C(N)C=C1)C1=CC=C(N)C=C1 4,4'-butylidenedianiline